CN1C(CCC1)CCC(N)C(=O)N(C(CNC(CNCCC1=C(C=C(C=C1)Cl)Cl)=O)=O)CCC1=C(C=C(C=C1)Cl)Cl N-[2-(2-(N-methylpyrrolidinyl)ethyl)glycyl]-[N-[2,4-dichlorophenethyl]glycyl]-N-(2,4-dichlorophenethyl)glycinamide